{[6,6'-di(thianthren-1-yl)[1,1'-binaphthalene]-2,2'-diyl]bis(oxy-4,1-phenylene)}dimethanol C1(=CC=CC=2SC3=CC=CC=C3SC12)C=1C=C2C=CC(=C(C2=CC1)C1=C(C=CC2=CC(=CC=C12)C1=CC=CC=2SC3=CC=CC=C3SC12)OC1=CC=C(C=C1)CO)OC1=CC=C(C=C1)CO